ClCC(COC)O 1-chloro-3-methoxy-2-propanol